ClC=1C=C(C=CC1OC)C1=CN=C2N1C=CN=C2NC2=CC=C(C(=O)NCCO)C=C2 4-[[3-(3-chloro-4-methoxyphenyl)imidazo[1,2-a]pyrazin-8-yl]amino]-N-(2-hydroxyethyl)benzamide